BrC1=CC=C2C(CCN(C2=C1)C(=O)OC(C)(C)C)=O tert-butyl 7-bromo-4-oxo-3,4-dihydroquinoline-1(2H)-carboxylate